hydroxyl-neodymium O[Nd]